1-(3-(tert-butyl)-1-(2-(dimethylamino)ethyl)-1H-pyrazol-5-yl)-3-(2-(methylthio)-4-((3-keto-3,4-dihydropyrido[2,3-b]pyrazin-8-yl)oxy)phenyl)urea C(C)(C)(C)C1=NN(C(=C1)NC(=O)NC1=C(C=C(C=C1)OC1=CC=NC=2NC(C=NC21)=O)SC)CCN(C)C